2-((3aR,5r,6aS)-5-(2,3-difluorobenzyl)-5-hydroxyhexa-hydrocyclopenta[c]pyrrol-2(1H)-yl)-1-(5-hydroxypyridin-2-yl)ethanone FC1=C(CC2(C[C@@H]3[C@@H](CN(C3)CC(=O)C3=NC=C(C=C3)O)C2)O)C=CC=C1F